FC1=C(C=C2CCOCC2=C1)C=1N=C2SC3=C(N2C1)C=CC(=C3)C(=O)NCCCN3CCC(CC3)F 2-(7-fluoroisochroman-6-yl)-N-(3-(4-fluoropiperidin-1-yl)propyl)benzo[d]imidazo[2,1-b]thiazole-7-carboxamide